N1C=C(C2=CC=CC=C12)CCNC1=NC(=NC2=C1OCCN2)C=2C(=NC=C(C2)C(F)(F)F)O 3-[4-[2-(1H-indol-3-yl)ethylamino]-7,8-dihydro-6H-pyrimido[5,4-b][1,4]oxazin-2-yl]-5-(trifluoromethyl)pyridin-2-ol